ClC1=C(C=CC(=C1)C(F)(F)F)C1(CCC1)OC(CC(C(=O)O)=C)=O 4-(1-(2-chloro-4-(trifluoromethyl)phenyl)cyclobutoxy)-2-methylene-4-oxobutanoic acid